2-(chloromethyl)-6,7-difluoro-1-{[2-(trimethylsilyl)ethoxy]methyl}-1H-benzimidazole ClCC1=NC2=C(N1COCC[Si](C)(C)C)C(=C(C=C2)F)F